N1(N=CC=C1)C/C=C/CN (E)-4-(1H-pyrazol-1-yl)but-2-en-1-amine